The molecule is a 1-hexadecanoyl-2-acyl-sn-glycero-3-phospho-1D-myo-inositol(1-) obtained by deprotonation of the phosphate OH group of 1-hexadecanoyl-2-octadecanoyl-sn-glycero-3-phospho-D-myo-inositol. It is a 1-hexadecanoyl-2-acyl-sn-glycero-3-phospho-1D-myo-inositol(1-) and a phosphatidylinositol 34:0(1-). It is a conjugate base of a 1-hexadecanoyl-2-octadecanoyl-sn-glycero-3-phospho-D-myo-inositol. CCCCCCCCCCCCCCCCCC(=O)O[C@H](COC(=O)CCCCCCCCCCCCCCC)COP(=O)([O-])OC1[C@@H]([C@H](C([C@H]([C@H]1O)O)O)O)O